C(C)C=1C=C2CC(CC2=CC1CC)NC[C@@H](O)C1=C2C=CC(NC2=C(C=C1)OCC1=C(C=CC(=C1)F)C)=O (S)-5-(2-((5,6-diethyl-2,3-dihydro-1H-inden-2-yl)amino)-1-hydroxyethyl)-8-((5-fluoro-2-methylbenzyl)oxy)quinolin-2(1H)-one